Phenyl-[phenyl(dimethylfluorenyl)triazineyl]dibenzoselenophene C1(=CC=CC=C1)C1=C(C2=C([Se]C3=C2C=CC=C3)C=C1)C1=NN=NC(=C1C1=C(C(=CC=3C2=CC=CC=C2CC13)C)C)C1=CC=CC=C1